(S)-2-((S)-3-(1H-indol-3-yl)-2-isobutyramidopropanamido)-6-diazo-5-oxohexanoic acid N1C=C(C2=CC=CC=C12)C[C@@H](C(=O)N[C@H](C(=O)O)CCC(C=[N+]=[N-])=O)NC(C(C)C)=O